(S)-3-(3-phenylpropyl)-5-(1-(piperidine-1-ylsulfonyl)piperidin-2-yl)-1,2,4-oxadiazole C1(=CC=CC=C1)CCCC1=NOC(=N1)[C@H]1N(CCCC1)S(=O)(=O)N1CCCCC1